di(oxetan-3-yl)methylethyl-isopropyloxysilane O1CC(C1)C(C1COC1)[SiH](OC(C)C)CC